2-amino-N-(2-methoxyethyl)acetamide COCCNC(=O)CN